FC1(CC2(C1)CC=C(CC2)C=2C=CC=C1C=C(C=NC21)C(=O)N[C@@H](CO)C)F (R)-8-(2,2-difluorospiro[3.5]non-6-en-7-yl)-N-(1-hydroxypropan-2-yl)quinoline-3-carboxamide